[OH-].[Zn+2].[Fe+2].[OH-].[OH-].[OH-] iron-zinc hydroxide